C(=O)(O)C1=CC=CC(=C1)C(=O)O 2,4-dicarboxyl-benzene